N[C@H]1CC[C@H](CC1)OC=1C=CC2=C(\C(\C(C=3C(=NC=NC23)N)(C)C)=N/OCCOC)C1 (6Z)-8-(cis-4-aminocyclohexyloxy)-6-(2-methoxyethoxyimino)-5,5-dimethyl-benzo[h]quinazolin-4-amine